(5-methyl-2-((1-(piperidin-4-yl)-1H-pyrazol-4-yl)amino)pyrimidin-4-yl)picolinic acid methyl ester COC(C1=NC=CC=C1C1=NC(=NC=C1C)NC=1C=NN(C1)C1CCNCC1)=O